C(#N)[C@H]1N(CSC1)C(CNC(=O)C1=CC=NC2=CC=C(C=C12)N1C=CC2=C(C=C(C=C12)F)F)=O (R)-N-(2-(4-cyanothiazolidin-3-yl)-2-oxoethyl)-6-(4,6-difluoro-1H-indol-1-yl)-quinoline-4-carboxamide